CC(=O)N[C@@H]1[C@H]([C@@H]([C@H](OC1OCCCCCC(=O)O)CO)O[C@@H]2[C@@H]([C@H]([C@H]([C@H](O2)CO)O)O[C@@H]3[C@@H]([C@H]([C@H]([C@H](O3)CO)O)O)O)O)O The molecule is a glycoside that consists of alpha-D-galactosyl-(1->3)-alpha-D-galactosyl-(1->4)-N-acetyl-D-glucosamine in which the hydrogen at the reducing end is substituted by a carboxypentyl group. It is a glycoside, a monocarboxylic acid and a trisaccharide derivative.